[Mn+2].S(=O)(=O)([O-])S(=O)(=O)[O-] dithionate manganese